7-(bromomethyl)-8-fluoro-5-(4-fluorophenyl)-3-methylquinoxalin-2(1H)-one BrCC1=CC(=C2N=C(C(NC2=C1F)=O)C)C1=CC=C(C=C1)F